N-[(3,5-dimethyl-1-phenyl-1H-pyrazol-4-yl)methyl]-N,2,4-trimethyl-1,3-thiazole-5-carboxamide CC1=NN(C(=C1CN(C(=O)C1=C(N=C(S1)C)C)C)C)C1=CC=CC=C1